4-((S)-8-(6-(4-((4-(3-(((S)-2,6-dioxopiperidin-3-yl)amino)phenyl)piperazin-1-yl)methyl)piperidine-1-carbonyl)pyridazin-3-yl)-3-methyl-2,8-diazaspiro[4.5]decan-2-yl)benzonitrile O=C1NC(CC[C@@H]1NC=1C=C(C=CC1)N1CCN(CC1)CC1CCN(CC1)C(=O)C1=CC=C(N=N1)N1CCC2(C[C@@H](N(C2)C2=CC=C(C#N)C=C2)C)CC1)=O